3-[METHYL(2-OXOETHYL)AMINO]BENZONITRILE CN(C=1C=C(C#N)C=CC1)CC=O